N12CCCC(CC1)CC2 1-Azabicyclo[3.2.2]nonan